3-fluoro-4-[[2-(6-oxo-2,5-diazaspiro[3.5]nonane-2-carbonyl)-2-azaspiro[3.3]heptan-6-yl]methyl]benzonitrile FC=1C=C(C#N)C=CC1CC1CC2(CN(C2)C(=O)N2CC3(C2)NC(CCC3)=O)C1